1H-pyrazolo[3,4-b]quinolin-3-amine N1N=C(C=2C1=NC1=CC=CC=C1C2)N